O1C(=CC=C1)C1=NN2C=NC3=C(C2=N1)SC(N3)=O 8-(furan-2-yl)thiazolo[5,4-e][1,2,4]triazolo[1,5-c]pyrimidine-2(3H)-one